C(C)N(CC(C)O)CC 1-Diethylamino-2-Propanol